6-Chloro-3-(4-morpholinoanilino)-5-(2-pyridylamino)pyrazine-2-carboxamide ClC1=C(N=C(C(=N1)C(=O)N)NC1=CC=C(C=C1)N1CCOCC1)NC1=NC=CC=C1